4'-bicyclohexanol C1(CCCCC1)C1CCC(CC1)O